C(C1=CC=CC=C1)SC1=CC2=C(N=C(S2)C)C=C1 6-(Benzylthio)-2-methylbenzo[d]thiazole